bis(2-ethylhexanal) sebacate C(CCCCCCCCC(=O)O)(=O)O.C(C)C(C=O)CCCC.C(C)C(C=O)CCCC